COC=1C=C2NCCN(C2=CC1)S(=O)(=O)C1=CC(=CC=C1)C(F)(F)F 6-methoxy-1-((3-(trifluoromethyl)phenyl)sulfonyl)-1,2,3,4-tetrahydroquinoxaline